C(C)(C)(C)N(C(O)=O)CCCl tert-butyl-(2-chloroethyl)carbamic acid